2''-(4-methylphenyl)-2'',3''-dihydrodispiro[[1,3]dioxolane-2,1'-cyclohexane-4',1''-indene] CC1=CC=C(C=C1)C1C2(C3=CC=CC=C3C1)CCC1(CC2)OCCO1